3-bromo-5-chloro-4-(2-methylcyclopropyl)phenol BrC=1C=C(C=C(C1C1C(C1)C)Cl)O